1-(2-n-propoxy-1-methylethoxy)-2-propanone C(CC)OCC(OCC(C)=O)C